tert-butyl (4RS)-2-bromo-4-methyl-6,7-dihydropyrazolo[1,5-a]pyrazine-5(4H)-carboxylate BrC1=NN2C([C@H](N(CC2)C(=O)OC(C)(C)C)C)=C1 |r|